C(C)OC(=O)[C@H]1[C@@H](C1)C=C (1R,2S)-2-vinylcyclopropane-1-carboxylic acid ethyl ester